C(#N)C(C)(C)C1=CC=CC(=N1)C(=O)NC1=C(C=C(C(=C1)C1=CC2=C(N=C(N=C2)NC2COC2)N2C1=NCC2)C)F 6-(2-cyanoprop-2-yl)-N-(2-fluoro-4-methyl-5-(2-(oxetan-3-ylamino)-8,9-dihydroimidazo[1',2':1,6]pyrido[2,3-d]pyrimidin-6-yl)phenyl)picolinamide